CC=1C(=NNC1NC(C=CC1=C(C(=C(C(=C1F)F)F)F)F)=O)C1=CC=NC=C1 N-(4-methyl-3-(pyridin-4-yl)-1H-pyrazol-5-yl)-3-(perfluorophenyl)propenamide